Fluoreno[4,3-d]Furan C=1COC=2C1C1=C3C=CC=CC3=CC1=CC2